CC=1N=C(SC1CCCNC)N 4-methyl-5-(3-(methylamino)propyl)thiazol-2-amine